Pyrimidine-3-carboxylic acid ethyl ester C(C)OC(=O)N1CN=CC=C1